2-(2-(Naphthalen-2-yl)phenyl)pyridine C1=C(C=CC2=CC=CC=C12)C1=C(C=CC=C1)C1=NC=CC=C1